COC1=CC=C2C(=CNC2=C1)C#N 6-Methoxy-1H-indole-3-carbonitrile